1-hexyl-3-methylimidazolium bromide chloride salt [Cl-].[Br-].C(CCCCC)N1C=[N+](C=C1)C.C(CCCCC)N1C=[N+](C=C1)C